CS(=O)(=O)C1=NC(=CC(=N1)C1=CNC=C1)C(F)(F)F 2-(methylsulfonyl)-4-(1H-pyrrol-3-yl)-6-(trifluoromethyl)pyrimidine